N,N-dibromocarbamate BrN(C([O-])=O)Br